6-Cyclopropyl-8-fluoro-2-(2-fluoro-4-(2-(1-methyl-1H-pyrazol-4-yl)-3H-imidazo[4,5-b]pyridin-7-yl)benzyl)isoquinolin-1(2H)-one C1(CC1)C=1C=C2C=CN(C(C2=C(C1)F)=O)CC1=C(C=C(C=C1)C1=C2C(=NC=C1)NC(=N2)C=2C=NN(C2)C)F